C(CCCCC)C1C2(NCC(N2)=O)CCC1 (±)-6-hexyl-1,4-diazaspiro[4.4]nonan-2-one